(3aR,5R,7aS)-N,N-dimethyl-2,2-bis((9Z,12Z)-octadeca-9,12-dien-1-yl)hexahydrobenzo[d][1,3]dioxol-5-amine CN([C@H]1C[C@@H]2[C@@H](OC(O2)(CCCCCCCC\C=C/C\C=C/CCCCC)CCCCCCCC\C=C/C\C=C/CCCCC)CC1)C